[3-[[6-[5-[(1R)-1-benzyloxy-1-(trifluoromethyl) but-3-enyl]-1,3,4-oxadiazol-2-yl]-5-nitro-3-(trifluoromethyl)-2-pyridyl] amino]-3-methyl-1-vinyl-butyl] acetate C(C)(=O)OC(CC(C)(C)NC1=NC(=C(C=C1C(F)(F)F)[N+](=O)[O-])C=1OC(=NN1)[C@](CC=C)(C(F)(F)F)OCC1=CC=CC=C1)C=C